F[C@@H]\1[C@@]2(CC[C@H](C/C1=C\C1=CC=C(N=N1)C1=C(C=C(C=C1)N1N=C(N=N1)C)O)N2)C 2-(6-((E)-((1S,2S,5R)-2-fluoro-1-methyl-8-azabicyclo[3.2.1]octan-3-ylidene)methyl)pyridazin-3-yl)-5-(5-methyl-2H-tetrazol-2-yl)phenol